(2-hydroxy-prop-2-yl)-6'-methyl-[1,3'-bipyridine]-2-one OC(C)(C)C=1C(N(C=CC1)C=1C=NC(=CC1)C)=O